bis(hydroxymethyl)benzophenone OCC=1C(=C(C(=O)C2=CC=CC=C2)C=CC1)CO